C(N)(=O)C1=CC=C(C(=N1)C(=O)OC(C)(C)C)Cl tertiary butyl 6-carbamoyl-3-chloropicolinate